((tert-butyldimethylsilyloxy)methyl)-2-chloro-N-(5-chloro-6-(2H-1,2,3-triazol-2-yl)pyridin-3-yl)-7,8-dihydro-6H-cyclopenta[e]pyrazolo[1,5-a]pyrimidine-6-carboxamide [Si](C)(C)(C(C)(C)C)OCC=1C(=NN2C1N=CC1=C2CCC1C(=O)NC=1C=NC(=C(C1)Cl)N1N=CC=N1)Cl